O(C(CO)C)C(CO)C 2,2'-oxydi-1-propanol